1-(3-acetylphenyl)-3-(3-ethyl-2,4-dioxo-1-(2-(piperidin-1-yl)ethyl)-1,2,3,4-tetrahydroquinazolin-6-yl)urea C(C)(=O)C=1C=C(C=CC1)NC(=O)NC=1C=C2C(N(C(N(C2=CC1)CCN1CCCCC1)=O)CC)=O